8-fluoro-7-(hydroxymethyl)-1H-quinoxalin-2-one FC=1C(=CC=C2N=CC(NC12)=O)CO